C(O)(O)(O)O.[Li] lithium carbon hydroxide